C1(=C(C(=CC=C1)C(=O)NC(C(=O)O)CS)C(=O)NC(C(=O)O)CS)C(=O)NC(C(=O)O)CS 2,2',2''-(benzenetricarbonyltris(azanediyl))tris(3-mercaptopropanoic acid)